tri-methylolphosphorus oxide C(O)P(CO)(CO)=O